(S)-N-(1-cyanocyclopropyl)-4-(3,4-dimethylpiperazin-1-yl)-9H-pyrimido[4,5-b]indole-7-sulfonamide C(#N)C1(CC1)NS(=O)(=O)C1=CC=C2C3=C(NC2=C1)N=CN=C3N3C[C@@H](N(CC3)C)C